FC=1C=C2C(=C(NC2=CC1)C)CCO 2-(5-fluoro-2-methyl-1H-indol-3-yl)ethan-1-ol